FC(C(C(F)(F)F)(C1=CC=C(C=C1)C=1OC=2C(N1)=C(C=CC2)C(=O)O)C2=CC=C(C=C2)C=2OC=1C(N2)=C(C=CC1)C(=O)O)(F)F (perfluoropropane-2,2-diyl)bis(4,1-phenylene)bis(benzo[d]oxazole-4-carboxylic acid)